C(C)(C)OC1=C(OC2=CC=CC=C2C1=O)C1=CC=C(C=C1)C isopropyloxy-4'-methylflavone